(S)-3-Cyclopropyl-2-(2-((S)-5-oxo-1-(2,3,5-trifluorobenzyl)pyrrolidin-2-yl)acetamido)propanoic acid C1(CC1)C[C@@H](C(=O)O)NC(C[C@H]1N(C(CC1)=O)CC1=C(C(=CC(=C1)F)F)F)=O